C1(=CC=CC=C1)C1=NC(=NC(=N1)C1=CC=CC=C1)C1=C(C=CC=C1)C=1C=CC=2C3(C4=CC=CC=C4C2C1)CCCC3 2,4-diphenyl-6-(2-(spiro[cyclopentane-1,9'-fluoren]-3'-yl)phenyl)-1,3,5-triazine